ClC1=C(C=C(C=2C[C@]3(C(=CCC[C@H]3C)OC)OC21)OC)C2=NC(=NO2)C(C)(O)C (2S,5'R)-7-chloro-6-[3-(1-hydroxyl-methyl-ethyl)-1,2,4-oxadiazol-5-yl]-3',4-dimethoxy-5'-methyl-spiro[benzofuran-2,4'-cyclohex-2-ene]